7-(7-(4-fluoro-2-((tetrahydro-2H-pyran-4-yl)methoxy)phenyl)thieno[2,3-d]pyridazin-4-yl)-1,4-dihydroisoquinolin-3(2H)-one FC1=CC(=C(C=C1)C=1N=NC(=C2C1SC=C2)C2=CC=C1CC(NCC1=C2)=O)OCC2CCOCC2